(R)-N-(1-(1,3-dimethyl-1H-indazol-6-yl)ethylidene)-2-methylpropane-2-sulfinamide CN1N=C(C2=CC=C(C=C12)C(C)=N[S@](=O)C(C)(C)C)C